ClC=1C=NN(C1CC1N(C(C2=C(C=C(C=C12)C)F)=O)CC1CC2(C1)OC(NC2)=O)C 2-((1-((4-chloro-1-methyl-1H-pyrazol-5-yl)methyl)-4-fluoro-6-methyl-3-oxoisoindolin-2-yl)methyl)-5-oxa-7-azaspiro[3.4]octan-6-one